(R)-3-amino-5-bromo-4-(2,4-dimethyl-6-oxopiperazin-1-yl)benzoic acid NC=1C=C(C(=O)O)C=C(C1N1[C@@H](CN(CC1=O)C)C)Br